C([C@@H]1[C@@H]2[C@H](C(O1)N3C4=C(C(=NC3=O)N)OP(=O)(O4)OO2)O)O Cytidinmonophosphat